FC1=C(C=C(C=C1)C1(CC1)N(C(OC)=O)C[C@@H]1NCCC1)C(F)(F)F Methyl (R)-(1-(4-fluoro-3-(trifluoromethyl)phenyl)cyclopropyl)(pyrrolidin-2-ylmethyl)carbamate